2,6-Dichloro-4'-(trifluoromethyl)-[1,1'-biphenyl]-4-carbaldehyde ClC1=C(C(=CC(=C1)C=O)Cl)C1=CC=C(C=C1)C(F)(F)F